[C@@H]1(CCC2=CC=CC=C12)NC(=O)C=1C=NC2=C(C(=CC=C2C1N(C)C)F)N1CCOCC1 N-[(1S)-2,3-dihydro-1H-inden-1-yl]-4-(dimethylamino)-7-fluoro-8-(morpholin-4-yl)quinoline-3-carboxamide